(-)-1-[(3S*,4R*)-4-(3-fluoro-5-methoxypyridin-2-yl)-2-oxo-pyrrolidin-3-yl]-3-(p-tolyl)urea FC=1C(=NC=C(C1)OC)[C@H]1[C@@H](C(NC1)=O)NC(=O)NC1=CC=C(C=C1)C |o1:9,10|